C1(=CC=CC=C1)S(=O)(=O)CC(N)C1=CC=C(C=C1)C(F)(F)F 2-(benzenesulfonyl)-1-(4-(trifluoromethyl)phenyl)ethan-1-amine